C(CCC(=O)O)(=O)O.OC1=C(CN)C=CC=C1 2-hydroxybenzylamine-succinic acid salt